C1(CCC1)C=1C=C2C(=NC1)NC=C2C(=O)C=2C(=C(C=CC2F)NS(=O)(=O)CCC)F N-(3-(5-cyclobutyl-1H-pyrrolo[2,3-b]pyridine-3-carbonyl)-2,4-difluorophenyl)propane-1-sulfonamide